Cl.NCCCOC1=CC=C(C(=O)NC=2SC3=C(C2C(=O)O)CCC(C3)C(C)(C)C)C=C1 2-[[4-(3-Aminopropoxy)benzoyl]amino]-6-tert-butyl-4,5,6,7-tetrahydrobenzothiophene-3-carboxylic acid hydrochloride salt